ClC1=CC=C2C(=N1)C(CN2C2=NC(=NC=N2)NC2=C(C=C(C(=C2)[N+](=O)[O-])N(C)CCN(C)C)OC)(C)C N1-(4-(5-chloro-3,3-dimethyl-2,3-dihydro-1H-pyrrolo[3,2-b]pyridin-1-yl)-1,3,5-triazin-2-yl)-N4-(2-(dimethylamino)ethyl)-2-methoxy-N4-methyl-5-nitrobenzene-1,4-diamine